N-(2-(5-(dimethylamino)naphthalen-1-yl)acetyl)-S-trityl-L-cysteine CN(C1=C2C=CC=C(C2=CC=C1)CC(=O)N[C@@H](CSC(C1=CC=CC=C1)(C1=CC=CC=C1)C1=CC=CC=C1)C(=O)O)C